C(CCCCCCC\C=C/CCCCCCCC)(=O)OCCCCCCCC\C=C/CCCCCC palmitoleyl oleate